CC=1N(N=C2C=C(C=CC12)C=1CC[C@@H](CN1)C)C1CCN(CC1)C 3-methyl-2-(1-methyl-4-piperidyl)-6-[(3S)-3-methyl-2,3,4,5-tetrahydropyridin-6-yl]indazole